ClC1=CC=C(C=N1)C(=O)NC=1SC(=C(N1)C=1SC=C(C1)Cl)C#N 6-chloro-N-(4-(4-chlorothien-2-yl)5-cyanothiazol-2-yl)pyridine-3-carboxamide